O=C1NC(CCC1N1C(C(=CC1=O)NC=1C=C(C=CC1)C(C)NS(=O)(=O)C1=CC(=C(C=C1)F)F)=O)=O N-(1-(3-((1-(2,6-dioxopiperidin-3-yl)-2,5-dioxo-2,5-dihydro-1H-pyrrol-3-yl)amino)phenyl)ethyl)-3,4-difluorobenzenesulfonamide